methyl-2-(4-hydroxy-3-methoxyphenyl)acetic acid CC(C(=O)O)C1=CC(=C(C=C1)O)OC